[Cl-].[Cl-].C[SiH](C)[Zr+2](C1C(=CC2=C(C=CC=C12)C1=CC=CC=C1)C)C1C(=CC2=C(C=CC=C12)C1=CC=CC=C1)C dimethylsilyl-bis(2-methyl-4-phenyl-indenyl)zirconium dichloride